N,N'-dihydroxypentanediamine ONC(CCCC)NO